trans-4-Hydroxy-N-(3-(1-isopropyl-1H-pyrazol-4-yl)phenyl)-N-((trans-4-(5-methoxy-6-methylpyridin-2-yl)cyclohexyl)methyl)cyclohexanecarboxamide O[C@@H]1CC[C@H](CC1)C(=O)N(C[C@@H]1CC[C@H](CC1)C1=NC(=C(C=C1)OC)C)C1=CC(=CC=C1)C=1C=NN(C1)C(C)C